N-((1-(2-(tert-butylamino)-2-oxoethyl)piperidine-4-yl)methyl)-3-chloro-5-fluorobenzamide C(C)(C)(C)NC(CN1CCC(CC1)CNC(C1=CC(=CC(=C1)F)Cl)=O)=O